imidazo[4,5-d][1,2,3]triazine-4,6(5H,7H)-dione N1=NNC(C2=C1NC(N2)=O)=O